(R)-tert-butyl (1-(6-amino-3-morpholinoisoquinolin-1-yl)pyrrolidin-3-yl)carbamate NC=1C=C2C=C(N=C(C2=CC1)N1C[C@@H](CC1)NC(OC(C)(C)C)=O)N1CCOCC1